6-(4-((3',5'-dimethoxy-[1,1'-biphenyl]-4-yl)methyl)-2,5-dimethylthiophene-3-carboxamido)spiro[3.3]heptane-2-carboxylic acid COC=1C=C(C=C(C1)OC)C1=CC=C(C=C1)CC=1C(=C(SC1C)C)C(=O)NC1CC2(CC(C2)C(=O)O)C1